C(C(=C)C)(=O)CCOC1=CC=C(C=C1)C(C)(C)C1=CC=C(C=C1)OCCC(C(=C)C)=O 2,2-bis[4-(methacryloylethoxy)phenyl]propane